CN1C(=C(C2=C1N=CN=C2N)C2=CC=C(C=C2)OC2=NC=CC(=N2)C)C2=CC=C(C=C2)NCC2OC2 7-methyl-5-(4-((4-methylpyrimidin-2-yl)oxy)phenyl)-6-(4-((oxiran-2-ylmethyl)amino)phenyl)-7H-pyrrolo[2,3-d]pyrimidin-4-amine